[Cl-].FC=1C=C(C=C(C1)C(=O)N1C[C@@H](N(CC1)C(=O)C=1C=C(C(=CC1)O[C@@H]1C[NH2+]CC1)C1=CC=C(C=C1)F)CC(C)C)N1CC[NH2+]CC1.[Cl-] 4-(3-Fluoro-5-((s)-4-(4'-fluoro-6-(((S)-pyrrolidin-1-ium-3-yl)oxy)-[1,1'-biphenyl]-3-carbonyl)-3-isobutylpiperazine-1-carbonyl)phenyl)piperazin-1-ium chloride